2-(3-chloro-4-(trifluoromethyl)phenyl)-N-hydroxyacetamidine ClC=1C=C(C=CC1C(F)(F)F)CC(=N)NO